CC=1C=C2C=CC(=NC2=C(C1)C)/C=C/C(=O)OC methyl (2E)-3-(6,8-dimethylquinolin-2-yl)prop-2-enoate